CN1C(NC2=CC(=CC=C2C1=O)CN1CCN(CC1)C=1C=CC(=NC1Cl)C(=O)NC)=O 5-(4-((3-methyl-2,4-dioxo-1,2,3,4-tetrahydroquinazolin-7-yl)methyl)piperazin-1-yl)-6-chloro-N-methylpyridinecarboxamide